C(C)(C)(C)N1N=C(C=C1N)C1CCC(CC1)O[Si](C1=CC=CC=C1)(C1=CC=CC=C1)C(C)(C)C 1-(tert-butyl)-3-((1s,4s)-4-((tert-butyldiphenylsilyl)oxy)cyclohexyl)-1H-pyrazol-5-amine